tert-butyl 3-(7-methyl-4-oxo-3,4-dihydropyrrolo[2,1-f][1,2,4]triazin-2-yl)pyrrolidine-1-carboxylate CC1=CC=C2C(NC(=NN21)C2CN(CC2)C(=O)OC(C)(C)C)=O